N-(1-(3,4-dichlorophenyl)-2-(dimethylamino)ethyl)-4-(3-fluorophenoxy)benzenesulfonamide ClC=1C=C(C=CC1Cl)C(CN(C)C)NS(=O)(=O)C1=CC=C(C=C1)OC1=CC(=CC=C1)F